C(C1=CC=CC=C1)OC(=O)N1C(CCC(C1)O)CO[Si](C)(C)C(C)(C)C (tert-butyldimethylsilyloxy)methyl-5-hydroxypiperidine-1-carboxylic acid benzyl ester